bis(4-(but-3-yn-1-yloxy)-6-chloro-1,3,5-triazin-2-yl)butane-1,4-diamine C(CC#C)OC1=NC(=NC(=N1)Cl)C(CCCN)(N)C1=NC(=NC(=N1)OCCC#C)Cl